N(=[N+]=[N-])C1=C2CN(C(C2=CC=C1)=O)C1C(NC(CC1)=O)=O 3-(4-azido-1-oxo-3H-isoindol-2-yl)piperidine-2,6-dione